2-(dioctylamino)ethyl nonyl hydrogen phosphate P(=O)(OCCN(CCCCCCCC)CCCCCCCC)(OCCCCCCCCC)O